bis(2-ethylhexanoate) tin [Sn+2].C(C)C(C(=O)[O-])CCCC.C(C)C(C(=O)[O-])CCCC